C(C1=CC=CC=C1)C1=C(C=C(C=C1)C)Br 1-(benzyl)-2-bromo-4-methylbenzene